mono(methoxymethanol) maleate C(\C=C/C(=O)O)(=O)O.COCO